tert-butyl (2R,5S)-4-(1-(6-bromo-2-isopropyl-4-methylpyridin-3-yl)-6,7-dichloro-2,2-dioxido-1H-pyrido[2,3-c][1,2,6]thiadiazin-4-yl)-2,5-dimethylpiperazine-1-carboxylate BrC1=CC(=C(C(=N1)C(C)C)N1S(N=C(C2=C1N=C(C(=C2)Cl)Cl)N2C[C@H](N(C[C@@H]2C)C(=O)OC(C)(C)C)C)(=O)=O)C